C(C1=CC=CC=C1)N1N=C(C=C1)Br 1-benzyl-3-bromo-1H-pyrazole